Tert-butyl 7-carbonyl-5-azaspiro[2.5]octane-5-carboxylate C(=O)=C1CN(CC2(CC2)C1)C(=O)OC(C)(C)C